(11R)-11-(Cyclopropylmethyl)-6-(2,6-dimethylphenyl)-9-oxa-2λ6-thia-3,5,12,19-tetraazatricyclo[12.3.1.14,8]nonadeca-1(17),4(19),5,7,14(18),15-hexaene-2,2,13-trione C1(CC1)C[C@@H]1COC2=CC(=NC(NS(C3=CC=CC(C(N1)=O)=C3)(=O)=O)=N2)C2=C(C=CC=C2C)C